2-[1-[[3-(hydroxymethyl)phenyl]methyl]pyrazol-4-yl]-5-propyl-3H-imidazo[2,1-b]purin-4-one OCC=1C=C(C=CC1)CN1N=CC(=C1)C1=NC=2N3C(N(C(C2N1)=O)CCC)=NC=C3